androsta-4-ene-3,17-dione C[C@@]12C(CC[C@H]1[C@@H]1CCC3=CC(CC[C@]3(C)[C@H]1CC2)=O)=O